(6aR)-8-tert-Butoxycarbonyl-3-(2-((tert-butoxycarbonyl)oxy)-6-fluorophenyl)-4-chloro-1-fluoro-6,6a,7,8,9,10-hexahydro-12H-pyrazino[2,1-c]pyrido[3,4-f][1,4]oxazepin-12-one C(C)(C)(C)OC(=O)N1C[C@@H]2COC3=C(C(N2CC1)=O)C(=NC(=C3Cl)C3=C(C=CC=C3F)OC(=O)OC(C)(C)C)F